ClC1=CC=C2C(N(N(C2=C1)CCO)CC1=C(C=C(C=C1)OC)OC)=O 6-chloro-2-[(2,4-dimethoxyphenyl)methyl]-1-(2-hydroxyethyl)indazol-3-one